1-(tert-butyl) 3-methyl 3-((2-((S)-(((benzyloxy)carbonyl)amino)((1r,4S)-4-methylcyclohexyl)methyl)imidazo[1,2-b]pyridazin-6-yl)methyl)-5-methyl-2-oxopiperidine-1,3-dicarboxylate C(C1=CC=CC=C1)OC(=O)N[C@H](C=1N=C2N(N=C(C=C2)CC2(C(N(CC(C2)C)C(=O)OC(C)(C)C)=O)C(=O)OC)C1)C1CCC(CC1)C